FC(C(F)(F)F)(C1=NN(C(=N1)\C=C\C1=CC=CC=C1)C1=NC=CC=C1)F (E)-2-(3-(pentafluoroethyl)-5-styryl-1,2,4-triazol-1-yl)pyridine